OC1=C(C=C(C=C1)C(CC(C)(C)C)(C)C)N1N=C2C(=N1)C=CC=C2 2-(2'-hydroxy-5'-(1,1,3,3-tetramethylbutyl)-phenyl)-benzotriazole